CN1N=CC(=C1C)C1CN(CC2=CC=CC=C12)C(CCCCC)=O 1-[4-(1,5-dimethylpyrazol-4-yl)-3,4-dihydro-1H-isoquinolin-2-yl]hexan-1-one